[N+](=O)([O-])C=1C=NN(C1)C(C(F)(F)F)C 4-Nitro-1-(1,1,1-trifluoropropan-2-yl)-1H-pyrazole